iodo-zinc I[Zn]